OC(O)P(CC=C)=O dihydroxymethyl-allyl-phosphine oxide